C(C=1C(O)=CC=CC1)=O.[Zn] zinc salicylaldehyde